C(C1=CC=CC=C1)OC(=O)N1C(C(C(C1)C)N)CC1=C(C(=CC=C1)Br)F 3-amino-2-[(3-bromo-2-fluoro-phenyl)methyl]-4-methyl-pyrrolidine-1-carboxylic acid benzyl ester